3-(2-((4-((4-(((R)-1-(3-amino-5-(trifluoromethyl)phenyl)ethyl)amino)-7-methoxy-2-methylquinazolin-6-yl)oxy)piperidin-1-yl)methyl)phenyl)piperidine-2,6-dione NC=1C=C(C=C(C1)C(F)(F)F)[C@@H](C)NC1=NC(=NC2=CC(=C(C=C12)OC1CCN(CC1)CC1=C(C=CC=C1)C1C(NC(CC1)=O)=O)OC)C